4-fluoro-3-methoxy-benzaldehyde FC1=C(C=C(C=O)C=C1)OC